OC1(C(C(C(C1O)(C)C)O[C@H]1[C@H](O)[C@@H](O)[C@H](O)[C@H](O1)COC(C1=CC(=C(C(=C1)O)O)O)=O)(C)C)C(C=C(C)C)=O 1-[1,5-dihydroxy-2,2,4,4-tetramethyl-3-[[6-O-(3,4,5-trihydroxybenzoyl)-β-D-glucopyranosyl]oxy]cyclopentyl]-3-methyl-2-buten-1-one